Tert-butyl (2S)-2-{[3-(5-ethyl-1,3-thiazol-2-yl)-5-({(1R)-1-[2-(trifluoromethyl) pyrimidin-5-yl]ethyl}carbamoyl) phenoxy] methyl}morpholine-4-carboxylate C(C)C1=CN=C(S1)C=1C=C(OC[C@@H]2CN(CCO2)C(=O)OC(C)(C)C)C=C(C1)C(N[C@H](C)C=1C=NC(=NC1)C(F)(F)F)=O